CC1=CC(=NC(=C1C#N)SCSCCC)N1CCOCC1 4-methyl-6-morpholino-2-(((propylthio)methyl)thio)nicotinonitrile